ClC1=CC=C2C(N=CN(C2=C1)C1=CC=CC=C1)=S 7-chloro-1-phenyl-4-thioxo-1,4-dihydroquinazolin